CN1[C@@H](CCC1=O)C(=O)OC The molecule is an alpha-amino acid ester that is the methyl ester of 1-methyl-5-oxo-L-proline. It is a L-proline derivative and an alpha-amino acid ester.